(3,4-Difluoro-2-(4-methyl-4H-1,2,4-triazol-3-yl)phenyl)-isoindolin-1-one FC=1C(=C(C=CC1F)N1C(C2=CC=CC=C2C1)=O)C1=NN=CN1C